ClC1=C(C(=CC=2N=CSC21)OC)C2=CN(C1=NC(=CC=C12)NC(=O)[C@H]1[C@H](C1)F)COCC[Si](C)(C)C (1S,2S)-N-[3-(7-chloro-5-methoxy-1,3-benzothiazol-6-yl)-1-{[2-(trimethylsilyl)ethoxy]methyl}pyrrolo[2,3-b]pyridin-6-yl]-2-fluorocyclopropane-1-carboxamide